3-FORMYL-1H-PYRROLO[3,2-B]PYRIDINE-5-CARBONITRILE C(=O)C1=CNC=2C1=NC(=CC2)C#N